4-(hydroxymethyl)-coumarin OCC1=CC(OC2=CC=CC=C12)=O